(2-amino-2-methylpropyl)-2-[1-(cyclopropylmethyl)-6-[difluoromethyl-(methylsulfonyl)amino]pyrrolo[2,3-b]pyridin-2-yl]-5-methoxy-3-methylimidazo[1,2-a]pyridine-7-carboxamide NC(CC=1C(=CC=2N(C1OC)C(=C(N2)C2=CC=1C(=NC(=CC1)N(S(=O)(=O)C)C(F)F)N2CC2CC2)C)C(=O)N)(C)C